tert-butyl (1S,4S)-5-(6-cyclopropyl-7-(6-fluoro-5-methyl-2-trityl-2H-indazol-4-yl)-8-hydroxy-2-((S)-2-methoxypropoxy)quinazolin-4-yl)-2,5-diazabicyclo[2.2.1]heptane-2-carboxylate C1(CC1)C=1C=C2C(=NC(=NC2=C(C1C=1C2=CN(N=C2C=C(C1C)F)C(C1=CC=CC=C1)(C1=CC=CC=C1)C1=CC=CC=C1)O)OC[C@H](C)OC)N1[C@@H]2CN([C@H](C1)C2)C(=O)OC(C)(C)C